3-oxo-3-(pyridin-3-yl)propionic acid O=C(CC(=O)O)C=1C=NC=CC1